3-(4-((1R,5S,8r)-3-azabicyclo[3.2.1]octan-8-yl)-6-fluoro-1-oxoisoindolin-2-yl)piperidine-2,6-dione [C@@H]12CNC[C@@H](CC1)C2C2=C1CN(C(C1=CC(=C2)F)=O)C2C(NC(CC2)=O)=O